NC1=NC=2C=NC(=CC2C2=C1COC2)C(=O)N([C@H]2COC1=NC(=CC=C12)C(F)(F)F)C 4-amino-N-methyl-N-((3R)-6-(trifluoro-methyl)-2,3-dihydro-furo[2,3-b]pyridin-3-yl)-1,3-dihydro-furo[3,4-c][1,7]naphthyridine-8-carboxamide